FC=1C=C(C(=O)N)C=CC1C1=CC2=C(NC=N2)C=C1 3-fluoro-4-(1H-benzimidazol-5-yl)benzamide